Tetracontan CCCCCCCCCCCCCCCCCCCCCCCCCCCCCCCCCCCCCCCC